Methyl (4Z,7E)-2-acetyl-4-(2-hydroxyethylidene)-8,12-dimethyltrideca-7,11-dienoate C(C)(=O)C(C(=O)OC)C\C(\CC\C=C(\CCC=C(C)C)/C)=C/CO